benzyl (R)-2-(benzyloxy)-4-(N-((5-cyclohexylpyridin-2-yl)methyl)azetidine-2-carboxamido)benzoate C(C1=CC=CC=C1)OC1=C(C(=O)OCC2=CC=CC=C2)C=CC(=C1)N(C(=O)[C@@H]1NCC1)CC1=NC=C(C=C1)C1CCCCC1